C(C)OC(=O)CCC(=O)OC(CCC(=O)OCC)=O 3-(ethoxycarbonyl)propanoic anhydride